C(C)N1C(NC2=CC(=CC=C2C1=O)CN1CCN(CC1)C=1N=CC(=NC1)C(=O)NC)=O 5-(4-((3-ethyl-2,4-dioxo-1,2,3,4-tetrahydroquinazolin-7-yl)methyl)piperazin-1-yl)-N-methylpyrazine-2-carboxamide